2-(5-chlorothiophen-2-yl)-2-(piperidin-4-ylidene)acetonitrile hydrochloride Cl.ClC1=CC=C(S1)C(C#N)=C1CCNCC1